(((((1R,2S,5R)-2-carbamoyl-7-oxo-1,6-diazabicyclo[3.2.1]oct-6-yl) oxy) sulfonyl) oxy)-4,4-dimethylpentanoate C(N)(=O)[C@H]1N2C(N([C@H](CC1)C2)OS(=O)(=O)OC(C(=O)[O-])CC(C)(C)C)=O